C(\C=C\CCCCCCCCC)=O trans-2-Dodecenal